C(C)(C)(C)OC(=O)N1C(C(C1)OC)CN (aminomethyl)-3-Methoxyazetidine-1-carboxylic acid tert-butyl ester